C(C)(C)(C)OC(=O)N1C(CC=CC1)C1=C2N=C(NC2=NC=N1)C1=C(C=C(C=C1)OC(C)C1=CC=CC=C1)F (8-(2-fluoro-4-(1-phenylethoxy)phenyl)-9H-purin-6-yl)-3,6-dihydropyridine-1(2H)-carboxylic acid tert-butyl ester